C(CC)C1C(=O)OCCCC1 monopropyl-ε-caprolactone